2-dodecyl-dimethyl-ammonium bromide [Br-].CC(CCCCCCCCCC)[NH+](C)C